C(CC)C(CCC)C1=C(C(=CC=C1)C(CCC)CCC)[NH+]1C(N(C(=C1Cl)Cl)C1=C(C=CC=C1C(CCC)CCC)C(CCC)CCC)C(=O)[O-] 1,3-bis[2,6-bis(1-propylbutyl) phenyl]-4,5-dichloro-2H-imidazol-1-ium-2-carboxylate